C(C)(C)(C)OC(=O)N1C=NC2=C1C=CC=C2 1H-benzo[d]imidazole-1-carboxylic acid tertButyl ester